1-(2-(((6-bromopyrimidin-4-yl)amino)methyl)-5-cyclopropylpyrazolo[1,5-a]pyridin-7-yl)-3-methylimidazolidine-2,4-dione BrC1=CC(=NC=N1)NCC1=NN2C(C=C(C=C2N2C(N(C(C2)=O)C)=O)C2CC2)=C1